NC=1NC(C=2N=CN(C2N1)CCOCP(O)(=O)OCCOCCCCCCCCCCCCCCCCCC(F)(F)F)=O 2-(2-amino-6-oxo-1H-purin-9-yl)ethoxymethyl-[2-(18,18,18-trifluorooctadecoxy)ethoxy]phosphinic acid